[Hf+4].[NH+]1=CC=CC=C1 pyridinium hafnium